N-Boc-DL-proline C(=O)(OC(C)(C)C)N1[C@@H](CCC1)C(=O)O |r|